(R)-5-bromo-2-(3-(5-(trifluoromethyl)pyridin-2-yloxy)pyrrolidin-1-yl)benzamide BrC=1C=CC(=C(C(=O)N)C1)N1C[C@@H](CC1)OC1=NC=C(C=C1)C(F)(F)F